C(C)(C)C1=COC2C(OCC(C2)=O)=C1 7-isopropyl-3,4-dihydro-2H-1,5-benzodioxin-3-one